5-acetamido-7,8-diethoxyquinoline-2,4-dicarboxylic acid C(C)(=O)NC1=C2C(=CC(=NC2=C(C(=C1)OCC)OCC)C(=O)O)C(=O)O